1,2,4-trivinyl-cyclohexane C(=C)C1C(CC(CC1)C=C)C=C